tert-Butyl 2-((2R,5R,6S)-6-(3-chlorophenyl)-5-(4-chlorophenyl)-3-oxomorpholin-2-yl)acetate ClC=1C=C(C=CC1)[C@@H]1O[C@@H](C(N[C@@H]1C1=CC=C(C=C1)Cl)=O)CC(=O)OC(C)(C)C